2,3-dihydro-1-benzofuran-3-amine O1CC(C2=C1C=CC=C2)N